(4S,5R)-4-amino-1-(1-(4-fluorophenyl)-1H-indazol-5-yl)-3,3-dimethyl-5-phenylpyrrolidin-2-one N[C@H]1C(C(N([C@@H]1C1=CC=CC=C1)C=1C=C2C=NN(C2=CC1)C1=CC=C(C=C1)F)=O)(C)C